tert-butyl (5S)-5-[[4-[4-[4-(difluoromethylsulfonylamino)-3,5-difluoro-phenoxy]-2-methyl-thiazol-5-yl]pyrimidin-2-yl]amino]-3,3-difluoro-piperidine-1-carboxylate FC(S(=O)(=O)NC1=C(C=C(OC=2N=C(SC2C2=NC(=NC=C2)N[C@H]2CC(CN(C2)C(=O)OC(C)(C)C)(F)F)C)C=C1F)F)F